O=C1NC2=CC=CC=C2C(N1CC(=O)NC(CC(=O)O)C1=C(C=C(C=C1)OC)OC)=O β-[[2-(1,4-Dihydro-2,4-dioxo-3(2H)-quinazolinyl)acetyl]amino]-2,4-dimethoxybenzenepropanoic acid